CN1CCN(CC1)C(=S)SSC(=S)N1CCN(CC1)C bis(4-methyl-1-piperazinyl thiocarbonyl) disulfide